tert-butyl (3aR,6aS)-5-[2-[[6-(2,4-dimethylpyrazol-3-yl)pyridazin-3-yl]amino]ethyl]-3,3a,4,5,6,6a-hexahydro-1H-cyclopenta[c]pyrrole-2-carboxylate CN1N=CC(=C1C1=CC=C(N=N1)NCCC1C[C@@H]2[C@@H](CN(C2)C(=O)OC(C)(C)C)C1)C